C1(CC1)C=1OC(=CN1)C(=O)N1CCC(CC1)(O)CN1C=NC2=C(C1=O)C=C(N2C2=CC=CC=C2)I 3-((1-(2-Cyclopropyloxazole-5-carbonyl)-4-hydroxypiperidin-4-yl)methyl)-6-iodo-7-phenyl-3H-pyrrolo[2,3-d]pyrimidin-4(7H)-one